3-(((3-(dimethylamino)propyl)carbamoyl)oxy)pentane-1,2,4,5-tetrayl tetranonanoate C(CCCCCCCC)(=O)OCC(C(C(COC(CCCCCCCC)=O)OC(CCCCCCCC)=O)OC(NCCCN(C)C)=O)OC(CCCCCCCC)=O